CN1C(CCC2=CC(=CC=C12)C=1C=C(C=NC1)OCCNC(=O)C1=NC=CC=C1Cl)=O 3-Chloro-pyridine-2-carboxylic acid {2-[5-(1-methyl-2-oxo-1,2,3,4-tetrahydroquinolin-6-yl)-pyridin-3-yloxy]-ethyl}-amide